C(C)(=O)NC=1C(=CC(=C(C1)C1=C(C=C(C(=C1)Cl)F)F)I)C(=O)OC methyl 5-acetamido-5'-chloro-2',4'-difluoro-2-iodo-[1,1-biphenyl]-4-carboxylate